2,3,4,5,6-pentafluorophenoxyacetic acid FC1=C(OCC(=O)O)C(=C(C(=C1F)F)F)F